4-xylylene malonate C1(CC(=O)OCC2=CC=C(C=C2)CO1)=O